ClC=1C(=C(C=CC1)NC(=S)C1=C(CCN(C1=O)C(=O)OC(C)(C)C)NCC1=C(C=NC=C1)OCC1=NC=CC=C1C(F)(F)F)OC tert-butyl 5-((3-chloro-2-methoxyphenyl) carbamothioyl)-6-oxo-4-(((3-((3-(trifluoromethyl) pyridin-2-yl) methoxy) pyridin-4-yl) methyl) amino)-3,6-dihydropyridine-1(2H)-carboxylate